1-(adamantan-2-yl)-4-amino-1H-pyrazolo[3,4-d]pyrimidine-3-carboxylic acid C12C(C3CC(CC(C1)C3)C2)N2N=C(C=3C2=NC=NC3N)C(=O)O